6-(methyl-(cis-3-(trifluoromethyl)cyclobutyl)amino)nicotinonitrile CN(C1=NC=C(C#N)C=C1)[C@@H]1C[C@@H](C1)C(F)(F)F